NC(C([C@H](CC1=CC=CC=C1)NC(=O)C1=C(C(=NN1CC)C)Cl)=O)=O (S)-N-(4-AMINO-3,4-DIOXO-1-PHENYLBUTAN-2-YL)-4-CHLORO-1-ETHYL-3-METHYL-1H-PYRAZOLE-5-CARBOXAMIDE